N-[2-[4-(2-aminoethyl)piperazin-1-yl]ethyl]ethane-1,2-diamine NCCN1CCN(CC1)CCNCCN